methyl (R)-4-(3-fluoro-2-((R or S)-1-fluoroethyl) phenyl)-2-(fluoromethyl)-5-oxo-1,4,5,7-tetrahydrofuro[3,4-b]pyridine-3-carboxylate FC=1C(=C(C=CC1)[C@@H]1C2=C(NC(=C1C(=O)OC)CF)COC2=O)[C@@H](C)F |o1:23|